C(#N)C1=CC=2N(N=C1)C(=CC2)C(=O)NC2=CC1=CN(N=C1C=C2C(C)(C)O)C2CCC(CC2)N2[C@H](CN(CC2)C(=O)OC(C)(C)C)C tert-butyl (S)-4-((1r,4S)-4-(5-(3-cyanopyrrolo[1,2-b]pyridazine-7-carboxamido)-6-(2-hydroxypropan-2-yl)-2H-indazol-2-yl) cyclohexyl)-3-methylpiperazine-1-carboxylate